(S)-3-(4-(tert-Butoxy)phenyl)-2-((tert-butoxycarbonyl)amino)propanoic acid C(C)(C)(C)OC1=CC=C(C=C1)C[C@@H](C(=O)O)NC(=O)OC(C)(C)C